C1(=CC=CC=C1)C=1NC=C(N1)C#N 2-Phenylimidazol-4-carbonitril